5-bromo-4-methyl-2-(trifluoromethyl)pyrimidine BrC=1C(=NC(=NC1)C(F)(F)F)C